N1C=CC=2C1=NC=C(C2)OC2=C(C(=O)[O-])C=CC(=C2)N2CCC1(CC(C1)N1[C@@H](CCC1)CC1=C(C=CC=C1)C(C)C)CC2 (S)-2-((1H-pyrrolo[2,3-b]pyridin-5-yl)oxy)-4-(2-(2-(2-isopropylphenyl) Methyl pyrrolidin-1-yl)-7-azaspiro[3.5]non-7-yl)benzoate